N-(3-((4-fluoropiperidin-1-yl)sulfonyl)phenyl)-2-(7-azaspiro[3.5]nonan-7-yl)nicotinamide FC1CCN(CC1)S(=O)(=O)C=1C=C(C=CC1)NC(C1=C(N=CC=C1)N1CCC2(CCC2)CC1)=O